1H-oxazolo[3,4-a]pyrazine-7-carboxamide C1OCN2C1=CN(C=C2)C(=O)N